2,4-diethyl-pyrrole C(C)C=1NC=C(C1)CC